COC(=O)[C@@H]1CO1 methyl (2S)-glycidate